(4-anilinophenyl)acrylamide Natrium acetate C(C)(=O)[O-].[Na+].N(C1=CC=CC=C1)C1=CC=C(C=C1)C(C(=O)N)=C